CC=1N=C(SC1C1CCN(CC1)CCC)C1=NNC(=C1CC(F)(F)F)C=1C=C(C=2N(C1)N=CN2)C 4-methyl-2-(5-(8-methyl-[1,2,4]triazolo[1,5-a]pyridin-6-yl)-4-(2,2,2-trifluoroethyl)-1H-pyrazol-3-yl)-5-(1-propylpiperidin-4-yl)thiazole